NC1=C(C(=O)OC)C(=C(C=C1F)F)F methyl 2-amino-3,5,6-trifluorobenzoate